(R)-2-amino-3-methylbutan-1-ol N[C@@H](CO)C(C)C